CC1=CC=C(C=C1)CC=C 1-methyl-4-prop-2-enylbenzene